tellurium-copper-chromium [Cr].[Cu].[Te]